Dicyano-p-benzoquinone C(#N)C1=C(C(C=CC1=O)=O)C#N